BrC1=CC=C(C=C1)OC(F)(F)F 1-bromo-4-(trifluoromethoxy)-benzene